O=S1(CC2=C(C=CC=C2C(C1)O)Br)=O 2,2-Dioxo-8-bromo-4-hydroxyisothiochroman